(E)-6,10-dimethyl-1-((tetrahydro-2H-pyran-2-yl)oxy)undec-5,9-dien-2-one C\C(=C/CCC(COC1OCCCC1)=O)\CCC=C(C)C